C1(=CCCC=CCC1)[Ni]C1=CCCC=CCC1 bis(1,5-cyclooctadienyl)nickel